(-)-tert-butyl 6-{[2-(4-isopropylphenyl)imidazo[1,2-a]pyrimidin-3-yl]methyl}-2,6-diazabicyclo[3.2.2]nonane-2-carboxylate C(C)(C)C1=CC=C(C=C1)C=1N=C2N(C=CC=N2)C1CN1C2CCN(C(C1)CC2)C(=O)OC(C)(C)C